N-[(1R)-1-[2-fluoro-5-(trifluoromethoxy)-phenyl]ethyl]-2-methyl-5-{2-[2-(4-methylpiperazin-1-yl)acetamido]imidazo[1,2-b]pyridazin-6-yl}pyridine-3-carboxamide FC1=C(C=C(C=C1)OC(F)(F)F)[C@@H](C)NC(=O)C=1C(=NC=C(C1)C=1C=CC=2N(N1)C=C(N2)NC(CN2CCN(CC2)C)=O)C